1-([1,1'-biphenyl]-4-yl)-2-(pyrrolidin-1-yl)ethane-1,2-dione C1(=CC=C(C=C1)C(C(=O)N1CCCC1)=O)C1=CC=CC=C1